Oxo-5,6-dihydro-1,5-naphthyridine-2-carbonitrile O=C1NC=2C=CC(=NC2C=C1)C#N